C(C1=CC=CC=C1)OC=1C=CC2=C(CN(S(O2)(=O)=O)CC=2C=C(C=CC2C)C(CC(=O)OCC)C2=C(C3=C(N(N=N3)CCCOC3OCCCC3)C=C2)C)C1 ethyl 3-(3-{[6-(benzyloxy)-2,2-dioxo-2H-1,2λ6,3-benzoxathiazin-3(4H)-yl]methyl}-4-methylphenyl)-3-(4-methyl-1-{3-[(oxan-2-yl)oxy]propyl}-1H-benzotriazol-5-yl)propanoate